C/C(=C(\C(=O)C(=O)O)/C(=O)O)/C(=O)O oxalocitraconic acid